N-isopropyl-7-methyl-5-(4-(trifluoromethyl)phenyl)-2-naphthamide C(C)(C)NC(=O)C1=CC2=CC(=CC(=C2C=C1)C1=CC=C(C=C1)C(F)(F)F)C